CN(CCCC(C(C)C)N1CC2(C1)CN(CC2)C=2N=CN=NC2OC2=C(C(=O)N(C(C)C)C(C)C)C=C(C=C2)F)C 2-((5-(2-(6-(dimethylamino)-2-methylhexan-3-yl)-2,6-diazaspiro[3.4]octan-6-yl)-1,2,4-triazin-6-yl)oxy)-5-fluoro-N,N-diisopropylbenzamide